CN(C1=CC=C(C=C1)N\C(=C\1/C(NC2=CC(=CC=C12)C(=O)OC)=O)\C1=CC=CC=C1)C(CN1CCN(CC1)C)=O methyl (3Z)-3-{[(4-{methyl[(4-methylpiperazin-1-yl)acetyl]amino}phenyl)amino] (phenyl)methylidene}-2-oxo-2,3-dihydro-1H-indole-6-carboxylate